diacetonitrile monosodium salt [Na].C(C)#N.C(C)#N